7-((1r,4r)-4-(4-(Difluoromethyl)pyridin-3-yl)cyclohexyl)-3-methyl-5-((3-(trifluoromethyl)pyridin-2-yl)methyl)pyrido[2,3-b]pyrazin-6(5H)-one FC(C1=C(C=NC=C1)C1CCC(CC1)C1=CC=2C(=NC(=CN2)C)N(C1=O)CC1=NC=CC=C1C(F)(F)F)F